C(OC=C)(OC=C)=O bis(vinyl) carbonate